1-(4-(2-(4-methoxyphenyl)-1,3-selenazol-5-yl)benzyl)azetidine-3-carboxylic acid methyl ester COC(=O)C1CN(C1)CC1=CC=C(C=C1)C1=CN=C([Se]1)C1=CC=C(C=C1)OC